OC1=C(C=CC2=CC=C(C=C2)O)C=CC(=C1)O 2',4',4-trihydroxystilbene